rac-(3aR,5R,7S,7aR)-1,3,3,5,7-pentamethyl-5-propyloctahydro-benzo[c]isoxazole CN1OC([C@H]2[C@H]1[C@H](C[C@](C2)(CCC)C)C)(C)C |r|